O(C1=CC=CC=C1)C1=CC=C(C=C1)C1=NN2C(NCCC2C2=NC=CC=C2)=C1C(=O)N 2-(4-phenoxyphenyl)-7-(pyridin-2-yl)-4,5,6,7-tetrahydropyrazolo[1,5-a]pyrimidine-3-carboxamide